CCOC(=O)C1=CC=C(C=C1)NC1=NC=NC=N1 6-[4-(2-ethylcarboxyl)-phenylamino]-1,3,5-triazine